[N-](S(=O)(=O)C(F)(F)F)S(=O)(=O)C(F)(F)F.C(=C)N1CN(C=C1)CCOC 1-vinyl-3-(2-methoxyethyl)imidazole bis(trifluoromethylsulfonyl)imide salt